FC1(C(CNC1)C=1C(=NC(=CC1)C1=CN=C2N1N=C(C=C2)C=2C=NN(C2)C)N)F (4,4-Difluoropyrrolidin-3-yl)-6-(6-(1-methyl-1H-pyrazol-4-yl)imidazo[1,2-b]pyridazin-3-yl)pyridin-2-amine